(R)-6-chloro-3-((1-(2-cyano-3-(3,3-difluoropyrrolidin-1-yl)-7-ethylquinoxalin-5-yl)ethyl)amino)picolinic acid ClC1=CC=C(C(=N1)C(=O)O)N[C@H](C)C1=C2N=C(C(=NC2=CC(=C1)CC)C#N)N1CC(CC1)(F)F